(S)-quinuclidin-3-yl (6-fluoro-5-(4-methoxyphenyl)-2,2-dimethyl-2,3-dihydro-1H-inden-1-yl)carbamat FC1=C(C=C2CC(C(C2=C1)NC(O[C@@H]1CN2CCC1CC2)=O)(C)C)C2=CC=C(C=C2)OC